(3S,4S)-1-(4-(((S)-6-oxo-1-pentadecylpiperidin-3-yl)carbamoyl)benzoyl)-N3,N4-bis((1S,2R)-2-phenylcyclopropyl)pyrrolidine-3,4-dicarboxamide O=C1CC[C@@H](CN1CCCCCCCCCCCCCCC)NC(=O)C1=CC=C(C(=O)N2C[C@H]([C@@H](C2)C(=O)N[C@@H]2[C@H](C2)C2=CC=CC=C2)C(=O)N[C@@H]2[C@H](C2)C2=CC=CC=C2)C=C1